dioxygen perchlorate Cl(=O)(=O)(=O)[O-].[O+2].[O+2].Cl(=O)(=O)(=O)[O-].Cl(=O)(=O)(=O)[O-].Cl(=O)(=O)(=O)[O-]